N=1C=C(N2C1C=CC=C2)C(=O)N2CC1=C(CC2)C(=CS1)C(=O)NC1=CC(=CC(=C1)C(F)(F)F)OCCN1CCOCC1 6-(Imidazo[1,2-a]pyridin-3-carbonyl)-N-(3-(2-morpholinoethoxy)-5-(trifluoromethyl)phenyl)-4,5,6,7-tetrahydrothieno[2,3-c]pyridin-3-carboxamid